C(#N)C1=C(C=C(C=C1)NC(C1=CN=C(C=C1)C1=C(C=C(C=C1)C1=NOC(=N1)C)C(F)(F)F)=O)OCCN(C)C N-(4-cyano-3-(2-(dimethylamino)ethoxy)phenyl)-6-(4-(5-methyl-1,2,4-oxadiazol-3-yl)-2-(trifluoromethyl)phenyl)nicotinamide